Cl.N[C@H]1CN(CCC1)C(=O)C1=CC2=C(N(C(=N2)C=2N(C3=CC=CC=C3C2)CC2CCOCC2)C)C(=C1)OC (R)-(3-Aminopiperidin-1-yl)(7-methoxy-1-methyl-2-(1-((tetrahydro-2H-pyran-4-yl)methyl)-1H-indol-2-yl)-1H-benzo[d]imidazol-5-yl)methanone, hydrochloride salt